NC1=NC=2C=CC(=CC2C2=C1C=NN2C)C(=O)N(CC2=NC=C(C=C2)C(F)(F)F)N2[C@@H]1CC[C@H](C2=O)C1 4-amino-1-methyl-N-[(1R,4S)-3-oxo-2-azabicyclo[2.2.1]heptan-2-yl]-N-[[5-(trifluoromethyl)-2-pyridyl]methyl]pyrazolo[4,3-c]quinoline-8-carboxamide